OC[C@H](C(=O)NC)C (R)-3-hydroxy-N,2-dimethylpropionamide